ClC1=NC=C(C(=C1)C1=C(C=NC(=C1)C)C(=O)NC=1SC=2C(=NC=C(N2)N2CCCCC2)N1)OC 2'-chloro-5'-methoxy-6-methyl-N-[6-(piperidin-1-yl)-[1,3]thiazolo[4,5-b]pyrazine-2-yl]-[4,4'-bipyridine]-3-carboxamide